[210Po] The molecule is the radioactive isotope of polonium with relative atomic mass 209.98286 and half-life of 138.376 days; the only naturally occurring isotope of polonium.